2-((6-chloro-5-dimethylamino-[1,1'-biphenyl]-2-yl)amino)benzoic acid ClC1=C(C=CC(=C1C1=CC=CC=C1)NC1=C(C(=O)O)C=CC=C1)N(C)C